ClC=1C=C(COC2=CC(=C(C=O)C=C2)OC)C=CC1 4-((3-Chlorobenzyl)oxy)-2-methoxybenzaldehyde